ClC1=CC(=C(C=C1)C1=CC(=CN2C1=NC(=C(C2=O)C)C)N2C[C@@H](OCC2)C2=CC(=NC=C2)OC)F 9-(4-chloro-2-fluoro-phenyl)-7-[(2S)-2-(2-methoxy-4-pyridyl)morpholin-4-yl]-2,3-dimethyl-pyrido[1,2-a]pyrimidin-4-one